carboxyl-ε-caprolactone C(=O)(O)C1C(=O)OCCCC1